malonaldehyde diphenylamine salt HCl Cl.C1(=CC=CC=C1)NC1=CC=CC=C1.C(CC=O)=O